ClC1=CC(=C(C=C1)CN1C=CC=2C1=NC(=CC2)C2=CC(=C(C(=C2)F)CC2=NC1=C(N2C[C@H]2OCC2)C=C(C=C1)C(=O)O)F)F 2-[(4-{1-[(4-chloro-2-fluorophenyl)methyl]-1H-pyrrolo[2,3-b]pyridin-6-yl}-2,6-difluorophenyl)methyl]-1-{[(2S)-oxetan-2-yl]methyl}-1H-1,3-benzodiazole-6-carboxylic acid